O=C1NC(CCC1N1C(C2=CC=C(C=C2C1=O)NC(C1=CC=C(C=C1)CN1CCNCC1)=O)=O)=O N-[2-(2,6-dioxo-3-piperidyl)-1,3-dioxo-isoindolin-5-yl]-4-(piperazin-1-ylmethyl)benzamide